N[C@@H](C(=O)NC1=NC(=C(C=C1)C1=C2C(=NC=C1)NC(=C2)C(F)(F)F)OC)CC(C)C (2R)-2-Amino-N-[6-methoxy-5-[2-(trifluoromethyl)-1H-pyrrolo[2,3-b]pyridin-4-yl]-2-pyridyl]-4-methyl-pentanamide